5-(1-(3,5-Difluorophenyl)ethoxy)-3-(5-(Piperidin-2-ylmethyl)-1,4,5,6-Tetrahydropyrrolo[3,4-d]imidazol-2-yl)-1H-Indazol FC=1C=C(C=C(C1)F)C(C)OC=1C=C2C(=NNC2=CC1)C1=NC2=C(N1)CN(C2)CC2NCCCC2